[N].N1C=CCC2=CC=CC=C12 1,4-dihydroquinoline nitrogen